5-(3-(2,6-Difluorobenzamido)propoxy)-4-methoxy-2-nitrobenzoic acid methyl ester COC(C1=C(C=C(C(=C1)OCCCNC(C1=C(C=CC=C1F)F)=O)OC)[N+](=O)[O-])=O